(4R,5R,7R,8R)-7-(hydroxymethyl)-5-(5-iodo-4-methoxy-7H-pyrrolo[2,3-d]pyrimidin-7-yl)-1,6-dioxaspiro[3.4]octane-8-ol OC[C@H]1O[C@H]([C@@]2(CCO2)[C@@H]1O)N1C=C(C2=C1N=CN=C2OC)I